3-((2-(pyridin-4-yl)-1,7-naphthyridin-4-yl)amino)propan-2-ol N1=CC=C(C=C1)C1=NC2=CN=CC=C2C(=C1)NCC(C)O